tert-Butyl (S)-(1-((4-(hydroxymethyl)phenyl)amino)-4-methyl-1-oxopentan-2-yl)carbamate OCC1=CC=C(C=C1)NC([C@H](CC(C)C)NC(OC(C)(C)C)=O)=O